tert-butyl (S)-4-((1-(5-(3-cyano-6-ethoxypyrazolo[1,5-a]pyridin-4-yl)pyridin-2-yl)-4-(isobutylcarbamoyl) piperidin-4-yl)methyl)-2-methylpiperazine-1-carboxylate C(#N)C=1C=NN2C1C(=CC(=C2)OCC)C=2C=CC(=NC2)N2CCC(CC2)(C(NCC(C)C)=O)CN2C[C@@H](N(CC2)C(=O)OC(C)(C)C)C